C(C=CC1=CC=CC=C1)(=O)N[C@H](C(=O)OC)CCCNC(\C(=C\C)\C)=O methyl (S)-2-cinnamamido-5-((E)-2-methylbut-2-enamido)-pentanoate